2'-[bis(phenylmethyl)amino]-6'-(diethylamino)-spiro-[isobenzofuran-1(3H),9'-(9H)xanthen]-3-one C1(=CC=CC=C1)CN(C1=CC=2C3(C4=CC=C(C=C4OC2C=C1)N(CC)CC)OC(C1=CC=CC=C13)=O)CC1=CC=CC=C1